C(C1=C(C=2N=C(C(=NC2C(=C1[2H])[2H])SC1=NN=NN1CCO)SC1=NN=NN1C)[2H])([2H])([2H])[2H] 2-(5-((6-(Methyl-d3)-3-((1-methyltetrazol-5-yl)thio)quinoxalin-2-yl-5,7,8-d3)thio)tetrazol-1-yl)ethan-1-ol